COC1=C(C=NC(=C1)C(NC)=O)N(C(OC(C)(C)C)=O)CC#C tert-butyl N-[4-methoxy-6-(methylcarbamoyl)-3-pyridyl]-N-prop-2-ynyl-carbamate